S1C(=NC=C1)C1N(C(C(C(C1C)=O)C)C=1SC=CN1)C 2,6-di(thiazol-2-yl)-3,5-dimethyl-N-methyl-4-piperidon